FC(C(=O)O)(F)F.FC(C(=O)O)(F)F.C1(CC1)NC1CCN(CC1)C=1C2=CN(N=C2C(=CC1)C(=O)N)C 4-(4-(cyclopropylamino)piperidin-1-yl)-2-methyl-2H-indazole-7-carboxamide bis(2,2,2-trifluoroacetate)